tert-butyl N-ethyl-N-({1-[(oxan-4-yl)methyl]-1H-1,2,4-triazol-5-yl}methyl)carbamate C(C)N(C(OC(C)(C)C)=O)CC1=NC=NN1CC1CCOCC1